9-[5-(4-fluorophenyl)-1,2,4-oxadiazol-3-yl]-6,6a,7,8,9,10-hexahydro-12H-pyrido[2,1-c][1,4]benzothiazepin-12-one FC1=CC=C(C=C1)C1=NC(=NO1)C1CCC2CSC3=C(C(N2C1)=O)C=CC=C3